3-(4-fluorophenyl)-4-((4-fluorophenyl)(methyl)amino)-1H-pyrrole-2,5-dione FC1=CC=C(C=C1)C=1C(NC(C1N(C)C1=CC=C(C=C1)F)=O)=O